ClC1=CC(=C(N=N1)N)C#C[Si](C)(C)C 6-chloro-4-((trimethylsilyl)ethynyl)pyridazin-3-amine